C(C1CO1)N(CC1CO1)C1=CC(CCC1)N(CC1CO1)CC1CO1 1,3-bis(N,N-diglycidylamino)cyclohexaneN